(1R,3R)-1-[2-chloro-4-[2-[3-(fluoromethyl)azetidin-1-yl]ethoxy]phenyl]-2-(2-fluoro-2-methyl-propyl)-3-methyl-1,3,4,9-tetrahydropyrido[3,4-b]indole ClC1=C(C=CC(=C1)OCCN1CC(C1)CF)[C@H]1N([C@@H](CC2=C1NC1=CC=CC=C21)C)CC(C)(C)F